N-(4,4-difluorocyclohexyl)-3-[4-({[(2-isopropylphenyl)carbamothioyl]hydrazono}methyl)phenyl]-1-methyl-1H-1,2,4-triazole-5-carboxamide FC1(CCC(CC1)NC(=O)C1=NC(=NN1C)C1=CC=C(C=C1)C=NNC(NC1=C(C=CC=C1)C(C)C)=S)F